C(#N)C1=CC=C2C=NC(=NC2=C1OC(C)C)NC1=CC(=NC=C1)CS(=O)C1CC1 7-Cyano-N-(2-((cyclopropylsulfinyl)methyl)pyridin-4-yl)-8-isopropoxyquinazolin-2-amine